1-(3,5-dichlorophenyl)-3-methyl-5-oxo-N-[[2-(2,2,2-trifluoroethoxy)pyridin-4-yl]methyl]pyrrolidine-3-carboxamide ClC=1C=C(C=C(C1)Cl)N1CC(CC1=O)(C(=O)NCC1=CC(=NC=C1)OCC(F)(F)F)C